S(=O)(=O)(C1=CC=C(C)C=C1)N1C[C@@H](OCCC1)C(F)(F)F (R)-4-tosyl-2-(trifluoromethyl)-1,4-oxazepan